(+/-)-trans-3-((2-(5-fluoro-1H-pyrrolo[2,3-b]pyridin-3-yl)-6-(2-phenylethynyl)pyrimidin-4-yl)amino)bicyclo[2.2.2]octane-2-carboxylic acid FC=1C=C2C(=NC1)NC=C2C2=NC(=CC(=N2)NC2C(C1CCC2CC1)C(=O)O)C#CC1=CC=CC=C1